ClC=1C(=CC2=C(C=3N(C(CO2)C(C)C)C=C(C(C3)=NO)C(=O)OCC)C1)OC ethyl 2-chloro-11-(hydroxyimino)-7-isopropyl-3-methoxy-6,7-dihydro-11H-benzo[f]pyrido[1,2-d][1,4]oxazepine-10-carboxylate